O(C(C)C)C1=CC=C(N)C=C1 4-isopropoxylaniline